tert-butyl (2-((2-bromo-3-fluorophenyl)amino)ethyl)carbamate BrC1=C(C=CC=C1F)NCCNC(OC(C)(C)C)=O